FC1=C(C=CC(=C1)F)C1=C(C=C2C=NC(N3C2=C1SCC3)=O)C(F)(F)F 10-(2,4-difluorophenyl)-9-(trifluoromethyl)-2H-[1,4]thiazino[2,3,4-ij]quinazolin-5(3H)-one